CN(C/C=C/C(=O)N1CCOC2=C3C(=NC=NC3=CC=C21)NC2=CC(=C(C=C2)OC2=CC=CC=C2)F)C (E)-4-(dimethylamino)-1-(10-((3-fluoro-4-phenoxyphenyl)amino)-2,3-dihydro-4H-[1,4]oxazino[2,3-f]quinazolin-4-yl)but-2-en-1-one